FC1=C(COC2=CC=CC(=N2)C2CCN(CC2)[C@@H](C)C2=NC3=C(N2C[C@H]2OCC2)C=C(C=C3)C(=O)O)C=C(C=C1)F 2-((S)-1-(4-(6-((2,5-difluorobenzyl)oxy)pyridin-2-yl)piperidine-1-yl)ethyl)-1-(((S)-oxetan-2-yl)methyl)-1H-benzo[d]imidazole-6-carboxylic acid